C(=O)(O)C[N+](CC#C)(C)C N-(carboxymethyl)-N,N-dimethylprop-2-yn-1-aminium